2-((2R,3R)-3-benzyl-1,4-dioxaspiro[4.5]decan-2-yl)ethyl sulfamate S(N)(OCC[C@H]1OC2(O[C@@H]1CC1=CC=CC=C1)CCCCC2)(=O)=O